(2R,3S)-2-(4-Cyclohexylaminophenyl)-1-(2-fluoro-6-methylbenzoyl)piperidine-3-carboxylic acid (3-t-butylphenyl)amide C(C)(C)(C)C=1C=C(C=CC1)NC(=O)[C@@H]1[C@@H](N(CCC1)C(C1=C(C=CC=C1C)F)=O)C1=CC=C(C=C1)NC1CCCCC1